benzeneFormonitrile formate C(=O)O.C1(=CC=CC=C1)C#N